N,N-bis-[2,5-dibenzyloxy-4-ethoxycarbonylphenylmethyl]amine C(C1=CC=CC=C1)OC1=C(C=C(C(=C1)C(=O)OCC)OCC1=CC=CC=C1)CNCC1=C(C=C(C(=C1)OCC1=CC=CC=C1)C(=O)OCC)OCC1=CC=CC=C1